2-((3,5-dichloro-2-fluoro-4-(2-fluoro-4-hydroxy-3-isopropylbenzyl)phenyl)amino)-N-(pyrimidin-5-yl)acetamide ClC=1C(=C(C=C(C1CC1=C(C(=C(C=C1)O)C(C)C)F)Cl)NCC(=O)NC=1C=NC=NC1)F